(4-(bromomethyl)-2-chloro-6-fluorophenyl)boric acid BrCC1=CC(=C(C(=C1)F)OB(O)O)Cl